methyl 1-[(2S)-2-{[(tert-butoxy)carbonyl]amino}-5-(2-nitro-1H-imidazol-1-yl)pentanamido]cyclohexane-1-carboxylate C(C)(C)(C)OC(=O)N[C@H](C(=O)NC1(CCCCC1)C(=O)OC)CCCN1C(=NC=C1)[N+](=O)[O-]